COC=1C=C2C(=CC=NC2=CC1OC)OC=1C=NC(=NC1)N 5-((6,7-dimethoxyquinolin-4-yl)oxy)pyrimidine-2-amine